3-(5-(3-amino-7-(pyrrolidin-1-ylmethyl)-1H-pyrazolo[4,3-b]pyridin-5-yl)-1-oxoisoindolin-2-yl)piperidine-2,6-dione p-hydroxybenzoate OC1=CC=C(C(=O)O)C=C1.NC1=NNC=2C1=NC(=CC2CN2CCCC2)C=2C=C1CN(C(C1=CC2)=O)C2C(NC(CC2)=O)=O